OC1(CC(C1)N1N=CC(=C1)C(=O)N)C 1-((1s,3s)-3-hydroxy-3-methylcyclobutyl)-1H-pyrazole-4-carboxamide